dipentaerythritol bis(4-mercaptobutyrate) SCCCC(=O)OCC(COC(CCCS)=O)(COCC(CO)(CO)CO)CO